((2-(3'-(5-(((S)-3-chloropyrrolidin-1-yl)methyl)-7-cyanobenzo[d]oxazol-2-yl)-2,2'-dimethyl-[1,1'-biphenyl]-3-yl)-6-(difluoromethoxy)benzo[d]oxazol-5-yl)methyl)-L-proline Cl[C@@H]1CN(CC1)CC=1C=C(C2=C(N=C(O2)C=2C(=C(C=CC2)C2=C(C(=CC=C2)C=2OC3=C(N2)C=C(C(=C3)OC(F)F)CN3[C@@H](CCC3)C(=O)O)C)C)C1)C#N